hydroxypropyl-tetrahydrofuryl alcohol OCCCC1(OCCC1)O